COC=1C=C(C=C(C1)OC)C=1C=C2C=NC(=NC2=CC1N)NCCCC#C 6-(3,5-dimethoxyphenyl)-N2-(pent-4-yn-1-yl)quinazoline-2,7-diamine